C1(CC1)C(C)NC(=O)C=1C=NN2C1N=C(C=C2)N2[C@H](CCC2)C=2C=NC=C(C2)F N-(1-cyclopropylethyl)-5-((R)-2-(5-fluoropyridin-3-yl)pyrrolidin-1-yl)pyrazolo[1,5-a]pyrimidine-3-carboxamide